1-bromo-2,3,4,5,6-pentamethylbenzene BrC1=C(C(=C(C(=C1C)C)C)C)C